O1C=COC(=C1)C=O [1,4]Dioxin-5-Formaldehyde